C1(CC1)NC(C(=O)N)C1=CC=CC=C1 (cyclopropylamino)-2-phenylacetamide